tert-butyl 8-(2-methoxy-4-(4,4,5,5-tetramethyl-1,3,2-dioxaborolan-2-yl)phenyl)-2-azaspiro[4.5]dec-7-ene-2-carboxylate COC1=C(C=CC(=C1)B1OC(C(O1)(C)C)(C)C)C1=CCC2(CCN(C2)C(=O)OC(C)(C)C)CC1